propenyl-oxygen C(=CC)[O]